quinoxaline-6-carbonitrile N1=CC=NC2=CC(=CC=C12)C#N